1-PENTEN-YL-BORONIC ACID C(=CCCC)B(O)O